C(C)N(C1=CC(=CC=C1)OC)CCOCCOC N-ethyl-3-methoxy-N-(2-(2-methoxyethoxy)ethyl)aniline